N[C@H](CCC(=O)N[C@@H](C[N+](C)(C)C)CC(=O)O)C(=O)O (R)-2-((R)-4-amino-4-carboxybutanamido)-3-carboxy-N,N,N-trimethylpropan-1-aminium